4-(4-Iodophenyl)-2-methyl-3-butyn-2-amine IC1=CC=C(C=C1)C#CC(C)(N)C